5-hydroxyethyl-methyl-2-pyrrolidone OCCC1CCC(N1C)=O